N-[(6-Amino-2-pyridyl)sulfonyl]-6-methyl-2-[(3S)-3-phenyl-1-piperidyl]pyridin-3-carboxamid NC1=CC=CC(=N1)S(=O)(=O)NC(=O)C=1C(=NC(=CC1)C)N1C[C@@H](CCC1)C1=CC=CC=C1